N1(CCNCCC1)C=1C=C(C=C2C(=NC(=NC12)C)C=1SC(=NN1)C(F)F)S(=O)(=O)NC1(CC1)C 8-(1,4-diazepan-1-yl)-4-(5-(difluoromethyl)-1,3,4-thiadiazol-2-yl)-2-methyl-N-(1-methylcyclopropyl)quinazoline-6-sulfonamide